tert-butyl 4-(3-(2,4-dioxotetrahydropyrimidin-1(2H)-yl)-1-methyl-1H-indazol-6-yl)piperazine-1-carboxylate O=C1N(CCC(N1)=O)C1=NN(C2=CC(=CC=C12)N1CCN(CC1)C(=O)OC(C)(C)C)C